C(C)(C)(C)C1=CC2=C(C3=CC=C(C=C3C=C2C=C1)C(C)(C)C)B1OC(C(O1)(C)C)(C)C 2-(2,6-di-tert-butylanthracen-9-yl)-4,4,5,5-tetramethyl-1,3,2-dioxaborolan